ClC1=C(N=C(NC1=O)C1=CC=NC=C1)N1[C@@H](CNCC1)C 5-chloro-4-[(2R)-2-methylpiperazin-1-yl]-2-(4-pyridinyl)-1H-pyrimidin-6-one